2-[[4-[6-cyclopropyl-3-(2H-tetrazol-5-yl)-2-pyridyl]piperazin-1-yl]methyl]-1,3-benzothiazole C1(CC1)C1=CC=C(C(=N1)N1CCN(CC1)CC=1SC2=C(N1)C=CC=C2)C=2N=NNN2